NC[C@@H](O)C=1C=NN(C1)C1=C(C=C(C#N)C=C1)OC1=NC(=NC(=C1)C1=C(C=CC=C1)C(F)(F)F)C 4-[4-[(1S)-2-amino-1-hydroxyethyl]pyrazol-1-yl]-3-[2-methyl-6-[2-(trifluoromethyl)phenyl]pyrimidin-4-yl]oxybenzonitrile